1-[3-(4-methoxyphenyl)-1,2,4-oxadiazol-5-yl]-N-([1-[(4-methylphenyl)methyl]pyrrolidin-3-yl]methyl)piperidine-4-carboxamide COC1=CC=C(C=C1)C1=NOC(=N1)N1CCC(CC1)C(=O)NCC1CN(CC1)CC1=CC=C(C=C1)C